FC=1C=C(C=CC1F)NC(=O)C=1N(C(=C(C1C)C(C(=O)NC1(COC1)C#C)=O)C)C N-(3,4-difluorophenyl)-4-[2-[(3-ethynyloxetan-3-yl)amino]-2-oxo-acetyl]-1,3,5-trimethyl-pyrrole-2-carboxamide